C(C=C)(=O)N1C[C@@H](N(CC1)C1=NC(=NN2C1=CC(=C(C2=O)C2=C(C(=CC(=C2F)Cl)Cl)N)C(F)(F)F)C)C (S)-4-(4-acryloyl-2-methylpiperazin-1-yl)-7-(2-amino-3,5-dichloro-6-fluorophenyl)-2-methyl-6-(trifluoromethyl)-8H-pyrido[2,1-f][1,2,4]triazin-8-one